N1=C2C(=CC=C1)CC(=C2)C(=O)O 5H-Cyclopenta(b)pyridine-6-carboxylic acid